lauryl alcohol potassium salt [K].C(CCCCCCCCCCC)O